9-acetyl-4,7-dimethyl-5-oxo-4,5-dihydroimidazo[1,5-a]quinazoline-3-carboxylic acid tert-butyl ester C(C)(C)(C)OC(=O)C=1N=CN2C1N(C(C1=CC(=CC(=C21)C(C)=O)C)=O)C